tert-butyl 9-(4-amino-5-bromo-7-(difluoromethyl)-7H-pyrrolo[2,3-d]-pyrimidin-6-yl)-3-azaspiro[5.5]undec-8-ene-3-carboxylate NC=1C2=C(N=CN1)N(C(=C2Br)C2=CCC1(CCN(CC1)C(=O)OC(C)(C)C)CC2)C(F)F